N1CNC2C1=CN=C2 tetrahydropyrrolo[3,4-d]imidazol